5-Chlorobenzo[c]phenanthrene ClC1=CC=2C=CC=3C=CC=CC3C2C2=C1C=CC=C2